1-(5-((1-(2-cyclobutylpropan-2-yl)piperidin-4-yl)methyl)pyrazolo[1,5-a]pyridin-3-yl)dihydropyrimidine-2,4(1H,3H)-dione C1(CCC1)C(C)(C)N1CCC(CC1)CC1=CC=2N(C=C1)N=CC2N2C(NC(CC2)=O)=O